C[Si](C1=C(C(=C(C(=C1[2H])[2H])[Si](C)(C)C)[2H])[2H])(C)C 1,4-bis(trimethylsilyl)benzene-d4